C12(CCC(C1)C2)NC(CN2C(C(=CC=C2)NC([C@H](CCC(C(=O)NCC)=O)NC(=O)C2=NC=CC1=CN=CC=C21)=O)=O)=O (S)-N1-(1-(2-(Bicyclo[2.1.1]hexan-1-ylamino)-2-oxoethyl)-2-oxo-1,2-dihydropyridin-3-yl)-N6-ethyl-2-(2,6-naphthyridin-1-carboxamido)-5-oxohexandiamid